(E)-1-(4-fluorophenyl)ethan-1-one FC1=CC=C(C=C1)C(C)=O